FC1=C(C=CC(=C1)F)C1=NC=2C(=NC(=CC2)N2CCNCC2)N1C1=NC=NC=C1 4-[2-(2,4-difluorophenyl)-5-(piperazin-1-yl)-3H-imidazo[4,5-b]Pyridin-3-yl]pyrimidine